N1=CN(C2=NC=CC=C21)CC2=CC(=C(OCC(O)C1=CC=C(C=C1)OC(F)F)C=C2)OCC2=CC=CC=C2 2-(4-((3H-imidazo[4,5-b]pyridin-3-yl)methyl)-2-(benzyloxy)phenoxy)-1-(4-(difluoromethoxy)phenyl)ethan-1-ol